5-(2'-chlorobenzyl)-1,5-diazabicyclo[4.3.0]nonane ClC1=C(CN2CCCN3CCCC23)C=CC=C1